C(C)(=O)OC(CCC=C(C)C)(C=C)C 1,5-Dimethyl-1-vinylhex-4-en-1-yl acetate